4-((R)-3-((cyclopropylmethyl)amino)piperidin-1-yl)-1-(1-(4-(6-((R)-3-fluoropyrrolidin-1-yl)pyrazin-2-yl)-1H-1,2,3-triazol-1-yl)ethyl)pyridin-2(1H)-one C1(CC1)CN[C@H]1CN(CCC1)C1=CC(N(C=C1)C(C)N1N=NC(=C1)C1=NC(=CN=C1)N1C[C@@H](CC1)F)=O